2-(3-bromophenyl)-5-fluoro-6-methylbenzofuran BrC=1C=C(C=CC1)C=1OC2=C(C1)C=C(C(=C2)C)F